FC1=CC=C(C=C1)C1=C(C(C(N1CCC)=O)(C[Se]CC1=CC=CC=C1)C)C 5-(4-Fluorophenyl)-3,4-dimethyl-3-((benzylseleno)methyl)-1-propyl-1H-pyrrol-2(3H)-one